({(7S)-3-(Phenylmethoxy)-7-[(tert-Butoxycarbonyl)amino]-1-fluoro-5-methyl-7,8-dihydro-naphthalen-2-yl}amino)acetic acid methyl ester COC(CNC1=C(C=2C[C@@H](C=C(C2C=C1OCC1=CC=CC=C1)C)NC(=O)OC(C)(C)C)F)=O